(R)-2-(tetrahydrofuran-3-yl)quinazolin-4(3H)-one O1C[C@H](CC1)C1=NC2=CC=CC=C2C(N1)=O